N-(3-{[4-(7H-pyrrolo[2,3-d]-pyrimidin-4-yl)-1H-pyrazol-1-yl]methyl}phenyl)-2-naphthamide trifluoroacetate FC(C(=O)O)(F)F.N1=CN=C(C2=C1NC=C2)C=2C=NN(C2)CC=2C=C(C=CC2)NC(=O)C2=CC1=CC=CC=C1C=C2